bis(t-pentyloxy)methylsilanol C(C)(C)(CC)OC(OC(C)(C)CC)[SiH2]O